C(#N)C1=C(C=C(C=C1)C1=CC(=CC=2N1N=CN2)NC(=O)C2C(C2)C)F N-[5-(4-cyano-3-fluorophenyl)-[1,2,4]triazolo[1,5-a]pyridin-7-yl]-2-methylcyclopropane-1-carboxamide